N-ethyl-1-(1-methoxyisoquinolin-4-yl)propan-1-amine C(C)NC(CC)C1=CN=C(C2=CC=CC=C12)OC